2-(2,6-dioxo-piperidin-3-yl)-5-(3-hydroxypropoxy)isoindoline-1,3-dione O=C1NC(CCC1N1C(C2=CC=C(C=C2C1=O)OCCCO)=O)=O